OCC1C(N(CC2N1C(CCN2)=O)CC(CC)C)=O 6-(hydroxymethyl)-8-(2-methylbutyl)hexahydro-4H-pyrazino[1,2-a]pyrimidine-4,7(6H)-dione